(S)-tert-Butyl 3-((7-((tert-butoxycarbonyl)(3-fluorophenyl)amino)-3-cyclobutylpyrazolo[1,5-a]pyrimidin-5-yl)amino)piperidine-1-carboxylate C(C)(C)(C)OC(=O)N(C1=CC(=NC=2N1N=CC2C2CCC2)N[C@@H]2CN(CCC2)C(=O)OC(C)(C)C)C2=CC(=CC=C2)F